6-((1-fluorocyclopropyl)methoxy)-N-(6-(trifluoromethyl)pyridin-3-yl)isoquinolin-1-amine FC1(CC1)COC=1C=C2C=CN=C(C2=CC1)NC=1C=NC(=CC1)C(F)(F)F